9-(2-ethylhexyl)-N2,N2,N7,N7-tetrakis(4-methoxyphenyl)-9H-carbazole-2,7-diamine C(C)C(CN1C2=CC(=CC=C2C=2C=CC(=CC12)N(C1=CC=C(C=C1)OC)C1=CC=C(C=C1)OC)N(C1=CC=C(C=C1)OC)C1=CC=C(C=C1)OC)CCCC